[I-].[I-].NC=1C=C(C=2C3=CC=C(C=C3C(N(C2C1)C(CC)CC)C1=CC=CC=C1)N)CCCN 3,8-diamino-5-diethylmethyl-aminopropyl-6-phenylphenanthridine diiodide